N1(CCC1)C=1C2=C(C(=NC1)OC)N=C(S2)NC(=O)N2CC1(CC2)CCOCC1 8-Oxa-2-aza-spiro[4.5]decane-2-carboxylic acid (7-azetidin-1-yl-4-methoxy-thiazolo[4,5-c]pyridin-2-yl)-amide